7-methoxy-5-(4-(trifluoromethyl)phenyl)-1,2,3,4-tetrahydroisoquinoline hydrochloride Cl.COC1=CC(=C2CCNCC2=C1)C1=CC=C(C=C1)C(F)(F)F